dimethylphosphoramidochloridate CN(P([O-])(=O)Cl)C